2-[(5-Bromoquinoxalin-6-yl)amino]-4,5-dihydroimidazol BrC1=C2N=CC=NC2=CC=C1NC=1NCCN1